BrC=1C=C(CC2=NNC(C3=CC=CC=C23)=O)C=CC1OCC 4-(3-bromo-4-ethoxybenzyl)phthalazin-1(2H)-one